BrC1=C(C=NO)C(=CC=C1OC)[N+](=O)[O-] 2-bromo-3-methoxy-6-nitrobenzaldehyde oxime